C(C)OC1=C(C(=O)O)C=C(C=C1)S(=O)(=O)N1CCN(CC1)C 2-ethoxy-5-(4-methylpiperazine-1-ylsulfonyl)-benzoic acid